FC1(CN(C1)CCCF)NC1=C(C=CC(=C1)F)N1CC(C1)CF 3,5-difluoro-N-[2-[3-(fluoromethyl)azetidin-1-yl]phenyl]-1-(3-fluoropropyl)azetidin-3-amine